N,N-diethyl-6-hydrazinylpyridine-3-sulfonamide C(C)N(S(=O)(=O)C=1C=NC(=CC1)NN)CC